FC1=CC=C(C=C1)C=1C(=NC2=CC(=CC(=C2C1)C(C)NC1=C(C(=O)O)C=CC=C1)C)N1N=NC=C1 2-((1-(3-(4-fluorophenyl)-7-methyl-2-(1H-1,2,3-triazol-1-yl)quinolin-5-yl)ethyl)amino)benzoic acid